(1S,1aS,6aR)-ethyl 4-((2-fluoro-5-(6-(3-(methylsulfonyl)propoxy)-5-(trifluoromethyl)pyridin-3-yl)benzyl)oxy)-1,1a,6,6a-tetrahydrocyclopropa[a]indene-1-carboxylate FC1=C(COC2=CC=3C[C@@H]4[C@H](C3C=C2)[C@H]4C(=O)OCC)C=C(C=C1)C=1C=NC(=C(C1)C(F)(F)F)OCCCS(=O)(=O)C